benzyl ((2S,3R,4R)-1-acetyl-2-cyclopropyl-7-methoxy-3-methyl-1,2,3,4-tetrahydro-1,6-naphthyridin-4-yl)carbamate C(C)(=O)N1[C@H]([C@@H]([C@H](C2=CN=C(C=C12)OC)NC(OCC1=CC=CC=C1)=O)C)C1CC1